C(#N)C1=CC(=C(OC=2N=NC(=C(C2C(=O)NC2=CC(=CC=C2)S(=O)(=N)C)C)I)C=C1)OC 3-(4-cyano-2-methoxy-phenoxy)-6-iodo-5-methyl-N-[3-(methylsulfonimidoyl)phenyl]pyridazine-4-carboxamide